OCC1=CC=C(C=C1)N1N=C(C(=C1)NC(=O)C=1N=C(OC1)C1=CC(=NC=C1)N(C(OC(C)(C)C)=O)CC(F)(F)F)CCCOC1OCCCC1 Tert-butyl (4-(4-((1-(4-(hydroxymethyl)phenyl)-3-(3-((tetrahydro-2H-pyran-2-yl)oxy) propyl)-1H-pyrazol-4-yl)carbamoyl)oxazol-2-yl)pyridin-2-yl)(2,2,2-trifluoroethyl)carbamate